NC[C@@H](C)O (R)-(+)-1-Amino-2-propanol